BrC1=CC2=C(OCC=C[C@@H]2C2=CC=CC=C2)C(=C1)N |r| (+/-)-7-bromo-5-phenyl-2,5-dihydrobenzo[b]oxepin-9-amine